(diaminoethyl)propane-1,2-diamine NC(CC(C(C)N)N)N